4-cyclopropyl-2-(1-hydroxyethyl)-1-(2-trimethylsilylethoxymethyl)-6H-pyrrolo[2,3-c]pyridin-7-one C1(CC1)C=1C2=C(C(NC1)=O)N(C(=C2)C(C)O)COCC[Si](C)(C)C